OC(C(=O)N1CC2=C(N=C(NC2=O)C2(CC2)C2=CC=CC=C2)CC1)C1=CC(=CC=C1)C1=CN=CO1 6-(2-hydroxy-2-(3-(oxazol-5-yl)phenyl)acetyl)-2-(1-phenylcyclopropyl)-5,6,7,8-tetrahydropyrido[4,3-d]pyrimidin-4(3H)-one